2,3-diphenylpyrido[3,4-b]pyrazine C1(=CC=CC=C1)C=1N=C2C(=NC1C1=CC=CC=C1)C=NC=C2